NC=1SC2=C(N1)C=CC(=C2)C2=NN(C(=C2)C2=CC=C(C=C2)C(F)(F)F)CC2=CC=C(C(=O)NO)C=C2 4-{[3-(2-aminobenzo[d]thiazol-6-yl)-5-(4-trifluoromethylphenyl)-1H-pyrazol-1-yl]methyl}-N-hydroxybenzamide